tert-butyl (3-hydroxy-2,2-dimethylcyclobutyl)carbamate OC1C(C(C1)NC(OC(C)(C)C)=O)(C)C